C(C)C(CC)(C(CC)(O)CC)O 3,4-Diethylhexane-3,4-diol